CN1C=C(C(=CC1=O)C)C1=C(C=C(C=C1)NC([C@H](C(C1=CC=CC=C1)C1=CC=CC=C1)NC(OC(C)(C)C)=O)=O)F tert-butyl (S)-(1-((4-(1,4-dimethyl-6-oxo-1,6-dihydropyridin-3-yl)-3-fluorophenyl)amino)-1-oxo-3,3-diphenylpropan-2-yl)carbamate